ClC1=NC=C(C=N1)C=1CCN(CC1)C(=O)OC(C)(C)C tert-butyl 4-(2-chloropyrimidin-5-yl)-3,6-dihydro-2H-pyridine-1-carboxylate